C1(CCC1)[C@H](C)NSC(C)(C)C (R)-N-[(1S)-1-cyclobutylethyl]-2-methyl-2-propanesulfenamide